NC=1N=C(C2=C(N1)C=CS2)C=2C=NN(C2)CC2=CC=CC(=N2)C(C)(C)O 2-(6-((4-(2-aminothieno[3,2-d]pyrimidine-4-yl)-1H-pyrazol-1-yl)methyl)pyridin-2-yl)propan-2-ol